C(#N)C1=CC=C(C=C1)[C@]1(CC=2C(=NC=C(C2)C(=O)N2C[C@H](CC2)N(C(C)=O)C)N1)C N-[(3S)-1-[(2R)-2-(4-cyanophenyl)-2-methyl-1H,2H,3H-pyrrolo[2,3-b]pyridine-5-carbonyl]pyrrolidin-3-yl]-N-methylacetamide